4-amino-N-methyl-N-((3S)-6-(trifluoromethyl)-2,3-dihydro-1-benzofuran-3-yl)-1H-pyrazolo[4,3-c]quinoline-8-carboxamide NC1=NC=2C=CC(=CC2C2=C1C=NN2)C(=O)N([C@@H]2COC1=C2C=CC(=C1)C(F)(F)F)C